C(CCCCCCCCCCC)NC(C(=O)O)(C)C lauryl-dimethyl-Aminoacetic acid